C(#N)C1=C(C=C(C=C1)OC)[C@@H]1[C@H](C1)C(=O)NC1=NC=CC(=C1)NCC=1N=C2N(C=C(C=C2)C2CC2)C1 |r| rac-(1S*,2S*)-2-(2-cyano-5-methoxyphenyl)-N-(4-(((6-cyclopropylimidazo[1,2-a]pyridin-2-yl)methyl)amino)pyridin-2-yl)cyclopropane-1-carboxamide